N[C@@H](CCCCN)C(=O)N[C@@H](CCCCN)C(=O)O L-lysyl-lysine